ClC=1C=NC(=NC1)N1CCC(CC1)CCCOC1=CC(=C(C=C1)CC(=O)N1CC(C1)CCC(=O)NCC(CO)(CO)O)F 3-[1-[2-[4-[3-[1-(5-chloropyrimidin-2-yl)-4-piperidyl]propoxy]-2-fluoro-phenyl]acetyl]azetidin-3-yl]-N-[2,3-dihydroxy-2-(hydroxymethyl)propyl]propanamide